NC=1C2=C(N=CN1)N(C=C2)CCOCC 4-amino-7-ethoxyethyl-7H-pyrrolo[2,3-d]pyrimidin